N1CCC(CC1)/C=C/C(=O)N1C(C=CCC1)=O (E)-1-(3-(piperidin-4-yl)acryloyl)-5,6-dihydropyridin-2(1H)-one